4-(N-(3-(tert-butyl)-5-cyclopropylbenzyl)-2-(N-(2-chloro-4-fluorobenzyl)-(2,3,4,5,6-pentafluorophenyl)sulfonamido)acetamido)-3-methylbenzoic acid C(C)(C)(C)C=1C=C(CN(C(CN(S(=O)(=O)C2=C(C(=C(C(=C2F)F)F)F)F)CC2=C(C=C(C=C2)F)Cl)=O)C2=C(C=C(C(=O)O)C=C2)C)C=C(C1)C1CC1